2,2'-p-phenylene-bis(5-phenyloxazole) C1(=CC=C(C=C1)C=1OC(=CN1)C1=CC=CC=C1)C=1OC(=CN1)C1=CC=CC=C1